Ethyl (5-(3-bromo-1,2,4-thiadiazol-5-yl)-2-methylphenyl)glycinate BrC1=NSC(=N1)C=1C=CC(=C(C1)NCC(=O)OCC)C